4-(azetidine-3-oxy)-2,6-difluorobenzaldehyde hydrochloride Cl.N1CC(C1)OC1=CC(=C(C=O)C(=C1)F)F